C(C1CO1)OC1=C(C(=CC=C1)OCC1CO1)OCC1CO1 1,2,3-tris(glycidoxy)benzene